(S)-tert-Butyl 3-((4-(2-(2-fluoro-3-(propylsulfonamido)phenoxy)pyridin-3-yl)pyrimidin-2-yl)amino)piperidine-1-carboxylate FC1=C(OC2=NC=CC=C2C2=NC(=NC=C2)N[C@@H]2CN(CCC2)C(=O)OC(C)(C)C)C=CC=C1NS(=O)(=O)CCC